(1-((tert-butoxycarbonyl)amino)cyclopropyl)methyl (S)-1-(4-fluorophenyl)-3,4-dihydroisoquinoline-2(1H)-carboxylate FC1=CC=C(C=C1)[C@@H]1N(CCC2=CC=CC=C12)C(=O)OCC1(CC1)NC(=O)OC(C)(C)C